C(C)(=O)N(N(C(=O)C1=CC=2C3=C(C(=NC2C=C1)N)C=NN3C)CC3=C(C=C(C=C3)C(F)(F)F)OC)C N'-acetyl-4-amino-N-[[2-methoxy-4-(trifluoromethyl)phenyl]methyl]-N',1-dimethyl-pyrazolo[4,3-c]quinoline-8-carbohydrazide